NC(C(=O)OCC)\C=C(\CP(=O)(O)O)/C (3E)-2-amino-4-methyl-5-phosphono-3-pentenoic acid, 1-ethyl ester